bis(2-methyl-8-hydroxyquinoline) (phenolate) aluminum [Al+3].C1(=CC=CC=C1)[O-].CC1=NC2=C(C=CC=C2C=C1)O.CC1=NC2=C(C=CC=C2C=C1)O.C1(=CC=CC=C1)[O-].C1(=CC=CC=C1)[O-]